F[C@H]1[C@@H]2CCC(C[C@H]1N(C=1N=CC(=NC1)C1=C(C=3N(N=C1)C=CN3)O)C)N2 7-(5-{[(1S,2S,3R)-2-fluoro-8-azabicyclo[3.2.1]octan-3-yl](methyl)amino}pyrazin-2-yl)imidazo[1,2-b]pyridazin-8-ol